4-prop-2-ynyl-thiomorpholine-1,1-dioxide C(C#C)N1CCS(CC1)(=O)=O